COC1=CC=2N(C(C(=C(N2)C(F)(F)F)C=2C=NN(C2)C2=CC=C(C=C2)C(F)(F)F)=O)C=C1 8-methoxy-2-(trifluoromethyl)-3-(1-(4-(trifluoromethyl)phenyl)-1H-pyrazol-4-yl)-4H-pyrido[1,2-a]pyrimidin-4-one